2-[(dimethylamino)-methylidene]-3-oxopiperidine-1,4-dicarboxylate CN(C)C=C1N(CCC(C1=O)C(=O)[O-])C(=O)[O-]